(3-((cyclobutylmethyl)thio)pyridin-2-yl)methylamine C1(CCC1)CSC=1C(=NC=CC1)CN